OC1=C(C(=CC(=C1)C(F)(F)F)C)C1=CC2=C(N=N1)N(CC2)[C@@H]2[C@H]([C@H](CC2)O)O (1S,2R,3S)-3-(3-(2-hydroxy-6-methyl-4-(trifluoromethyl)phenyl)-5,6-dihydro-7H-pyrrolo[2,3-c]pyridazin-7-yl)cyclopentane-1,2-diol